C(CC(C)C)N1CCC2(CC1)CCNCC2 3-Isopentyl-3,9-diazaspiro[5.5]undecane